FC(C)(OC1=CC=C(C=C1)C(=O)N1C[C@]2(CC1)C=C(C(C(C2)(C)C)=O)C#N)F (5R)-2-[4-(1,1-difluoroethoxy)benzene-1-carbonyl]-9,9-dimethyl-8-oxo-2-azaspiro[4.5]dec-6-ene-7-carbonitrile